5-methoxy-2-(2-methylpyrazol-3-yl)naphthalene-1-carbonitrile COC1=C2C=CC(=C(C2=CC=C1)C#N)C=1N(N=CC1)C